2-fluoro-6-[(3-hydroxy-4-methoxybenzyl)amino]-9-(tetrahydrofuran-2-yl)-9H-purine FC1=NC(=C2N=CN(C2=N1)C1OCCC1)NCC1=CC(=C(C=C1)OC)O